BrC=1C=CC2=C(NC(=N2)C=O)C1 6-BROMO-1H-BENZOIMIDAZOLE-2-CARBALDEHYDE